tert-butyl 3-(methylamino)pyrrolidine-1-carboxylate CNC1CN(CC1)C(=O)OC(C)(C)C